tert-butyl (2S)-2-{[(4-{3-[(3-chloro-2-methoxyphenyl)amino]-4-oxo-1H,5H,6H,7H-pyrrolo[3,2-c]pyridin-2-yl}pyridin-3-yl)oxy]methyl}azetidine-1-carboxylate ClC=1C(=C(C=CC1)NC1=C(NC2=C1C(NCC2)=O)C2=C(C=NC=C2)OC[C@H]2N(CC2)C(=O)OC(C)(C)C)OC